7-(((((S)-1-isopropoxy-1-oxopropan-2-yl)amino)(phenoxy)phosphoryl)methyl)-2-naphthoic acid C(C)(C)OC([C@H](C)NP(=O)(OC1=CC=CC=C1)CC1=CC=C2C=CC(=CC2=C1)C(=O)O)=O